C=CCC.[K] potassium butene